OC1=C(C=C(CC2=C(C=C(C=C2C)N2N=C(C(NC2=O)=O)C#N)C)C=C1)C(F)(F)F 2-(4-(4-hydroxy-3-(trifluoromethyl)benzyl)-3,5-dimethyl-phenyl)-3,5-dioxo-2,3,4,5-tetrahydro-1,2,4-triazine-6-carbonitrile